tert-butyl (2S,4S)-4-((7-bromo-2-chloro-8-fluoro-3-formyl-6-iodoquinolin-4-yl)amino)-2-(2-((tert-butyldimethylsilyl)oxy)ethyl)piperidine-1-carboxylate BrC1=C(C=C2C(=C(C(=NC2=C1F)Cl)C=O)N[C@@H]1C[C@H](N(CC1)C(=O)OC(C)(C)C)CCO[Si](C)(C)C(C)(C)C)I